N1N=CC(=C1)C=1C=CC(=C(N)C1)C=1C=NC=CC1 5-(1H-pyrazol-4-yl)-2-(pyridin-3-yl)aniline